ClC=1C(=NC(=NC1)N[C@H]1CN(C[C@@H]1F)C(=O)OC(C)(C)C)C1=CN=C2N1N=C(C(=C2)OC)C2CC2 tert-butyl (3S,4S)-3-((5-chloro-4-(6-cyclopropyl-7-methoxyimidazo[1,2-b]pyridazin-3-yl)pyrimidin-2-yl)amino)-4-fluoropyrrolidine-1-carboxylate